p-(dihydroxyboryl) benzyl carbamate B(C1=CC=C(C=C1)COC(=O)N)(O)O